N-[(3R)-1-(2-methyl-4-{[(1R)-1-(2-methylphenyl)ethyl]amino}pyrido[3,4-d]pyrimidin-6-yl)pyrrolidin-3-yl]acetamide CC=1N=C(C2=C(N1)C=NC(=C2)N2C[C@@H](CC2)NC(C)=O)N[C@H](C)C2=C(C=CC=C2)C